C1=CC=C(C=C1)NC2=CC=C(C=C2)C3=CC4=C(C=C3)N(C5=CC=CC=C54)C6=CC=CC=C6 4-(9-phenyl-9H-carbazol-3-yl)diphenylamine